BrC=1C=C2N(N=CC(=C2NC2C3CC4CC(CC2C4)(C3)O)C(=NC3=C(C=C(C(=C3)F)O)CC)N)C1 6-bromo-N'-(2-ethyl-5-fluoro-4-hydroxy-phenyl)-4-[(5-hydroxy-2-adamantyl)amino]pyrrolo[1,2-b]pyridazine-3-carboxamidine